rel-(S)-4-(5-(2-fluoro-3,5-bis-(trifluoromethyl)phenyl)-5-(trifluoromethyl)-4,5-dihydro-isoxazol-3-yl)-2-methyl-N-(2-oxo-2-((2,2,2-trifluoroethyl)-amino)ethyl)benzamide FC1=C(C=C(C=C1C(F)(F)F)C(F)(F)F)[C@@]1(CC(=NO1)C1=CC(=C(C(=O)NCC(NCC(F)(F)F)=O)C=C1)C)C(F)(F)F |o1:15|